ethyl-N~8~-(3-methoxypropyl)dibenzo[b,f][1,4]thiazepine-8-carboxamide C(C)C1=CC=CC2=C1C=NC1=C(S2)C=CC(=C1)C(=O)NCCCOC